11-Benzyl-2-(4-bromophenyl)-11H-imidazo[1',2':1,2]pyrido[3,4-b]indole C(C1=CC=CC=C1)N1C2=C(C3=CC=CC=C13)C=CN1C2=NC(=C1)C1=CC=C(C=C1)Br